(S)-3-chloropropane-1,2-diol ClC[C@H](CO)O